hydroxy-1H-spiro[benzo[c][1,2]oxaborole-3,3'-pyrrolidine]-1'-carboxylic acid tert-butyl ester C(C)(C)(C)OC(=O)N1C(C2(CC1)C1=C(BO2)C=CC=C1)O